N-Cyclopropyl-5-{1-[2,6-dichloro-4-(1,1,1,2,3,3,3-heptafluoropropan-2-yl)phenyl]-1H-pyrazole-4-yl}thiophene-3-carboxamide C1(CC1)NC(=O)C1=CSC(=C1)C=1C=NN(C1)C1=C(C=C(C=C1Cl)C(C(F)(F)F)(C(F)(F)F)F)Cl